C(CCCCC)C(COC(CCCCCCC(CCCCCCCCCC)NCCCCCCCC(=O)OCC(CCCCCCCC)CCCCCC)=O)CCCCCCCC.C(C)(C)OC1=CC=C(C=C1)C=1C=NC=2N(C1)N=CC2C2=CC=NC1=CC=CC=C21 4-[6-(4-isopropoxyphenyl)pyrazolo[1,5-a]pyrimidin-3-yl]quinoline 2-hexyldecyl-8-({8-[(2-hexyldecyl)oxy]-8-oxooctyl}amino)octadecanoate